CN1CC(CC1)NC(=O)C=1C=C(C=CC1)[C@@H](CCN1CCC(CC1)C(=O)O)NC(=O)C=1SC2=NC=3CC[C@@H](CC3C=C2N1)C(C)(C)C |r| 1-[rac-(3R)-3-[3-[(1-methylpyrrolidin-3-yl)carbamoyl]phenyl]-3-[[rac-(7S)-7-tert-butyl-5,6,7,8-tetrahydrothiazolo[5,4-b]quinoline-2-carbonyl]amino]propyl]piperidine-4-carboxylic acid